NC1=CC=C(C=N1)C=1C=C(C(C=CC1)=O)O 4-(6-aminopyridin-3-yl)-2-hydroxycyclohepta-2,4,6-trien-1-one